6-fluoro-3-methoxy-1-methyl-2-(4-(3-(piperidin-1-yl)propoxy)phenyl)quinolin-4(1H)-one FC=1C=C2C(C(=C(N(C2=CC1)C)C1=CC=C(C=C1)OCCCN1CCCCC1)OC)=O